6-((3-cyanophenyl)oxy)-2-(2-cyano-[1,1'-biphenyl]-3-yl)-1,3-dioxoisoindol C(#N)C=1C=C(C=CC1)OC1=CC=C2C(N(C(C2=C1)=O)C=1C(=C(C=CC1)C1=CC=CC=C1)C#N)=O